2-chlorocinnamic acid ClC1=C(C=CC(=O)O)C=CC=C1